CC(=CC)C=CC 3-methyl-2,4-hexadiene